CN1C(=NC=C1C(=O)O)CN1C[C@H](CC1)N1C(N(C=2C1=NC=CC2)C2=CC=C(C=C2)C)=O (S)-1-Methyl-2-((3-(2-oxo-1-(p-tolyl)-1,2-dihydro-3H-imidazo[4,5-b]pyridin-3-yl)pyrrolidin-1-yl)methyl)-1H-imidazole-5-carboxylic Acid